NCC1=CC=C(C(=O)C(C#N)C#N)C=C1 (4-(aminomethyl)benzoyl)malononitrile